4-(4-(2-(4,4-difluoropiperidin-1-yl)-6-methylpyrimidin-4-yl)-1H-1,2,3-triazol-1-yl)-3-(6-azaspiro[2.5]octan-6-yl)aniline FC1(CCN(CC1)C1=NC(=CC(=N1)C=1N=NN(C1)C1=C(C=C(N)C=C1)N1CCC2(CC2)CC1)C)F